C(C1=CC=CC=C1)NC(=O)C1=CC2=C(C(C=3N=CC=NC3C2=O)=O)S1 N-benzyl-5,9-dioxo-5,9-dihydrothieno[2,3-g]quinoxaline-7-carboxamide